2-[6-amino-5-(trifluoromethyl)pyridin-3-yl]-N-[(1R)-1-(5-fluoropyridin-3-yl)ethyl]-6,7-dihydrospiro[pyrazolo[5,1-c][1,4]oxazine-4,3'-pyrrolidine]-1'-carboxamide NC1=C(C=C(C=N1)C1=NN2C(=C1)C1(CN(CC1)C(=O)N[C@H](C)C=1C=NC=C(C1)F)OCC2)C(F)(F)F